(1S,4S,5R)-5-[[5-cyclopropyl-3-(2,6-dichlorophenyl)-1,2-oxazol-4-yl]methoxy]-2-[2-fluoro-4-[2-(2H-1,2,3,4-tetrazol-5-yl)ethyl]phenyl]-2-azabicyclo[2.2.1]heptane C1(CC1)C1=C(C(=NO1)C1=C(C=CC=C1Cl)Cl)CO[C@H]1[C@@H]2CN([C@H](C1)C2)C2=C(C=C(C=C2)CCC=2N=NNN2)F